2-(4-fluoro-phenyl)ethylamine FC1=CC=C(C=C1)CCN